N-cyclohexyl-2-((3-(2,6-dioxopiperidin-3-yl)-2-methylquinolin-7-yl)oxy)propenamide C1(CCCCC1)NC(C(=C)OC1=CC=C2C=C(C(=NC2=C1)C)C1C(NC(CC1)=O)=O)=O